5-(chloromethyl)-2-(methylsulfonyl)-pyridine ClCC=1C=CC(=NC1)S(=O)(=O)C